C(C1=CC=CC=C1)OC(=O)[C@@H]1CC=C[C@H](C1)N1N=C(C=2C(=NC=CC21)NCC2=C(C=C(C=C2)OC)OC)I (1R,5S)-5-[4-[(2,4-Dimethoxyphenyl)methylamino]-3-iodo-pyrazolo[4,3-c]pyridin-1-yl]cyclohex-3-ene-1-carboxylic acid benzyl ester